2-OXO-2-(1H-PYRROL-2-YL)ACETIC ACID O=C(C(=O)O)C=1NC=CC1